2-hydroxy-1-acryloxy-3-methacryloxypropaneN OC(=COC(C=C)=O)COC(C(=C)C)=O